N-(2-(4-((1R,4R)-2-oxa-5-azabicyclo[2.2.1]heptane-5-yl)piperidine-1-yl)-5-((6-((R)-3-(3,4-dichlorophenyl)isoxazolidine-2-yl)pyrimidine-4-yl)amino)-4-methoxyphenyl)acrylamide [C@H]12OC[C@H](N(C1)C1CCN(CC1)C1=C(C=C(C(=C1)OC)NC1=NC=NC(=C1)N1OCC[C@@H]1C1=CC(=C(C=C1)Cl)Cl)NC(C=C)=O)C2